(S)-2-(2-chloro-6-fluorobenzamido)-3-(4-(6',7'-difluoro-2'-oxospiro[cyclopropane-1,3'-indoline]-1'-yl)phenyl)propanoic acid methyl ester COC([C@H](CC1=CC=C(C=C1)N1C(C2(C3=CC=C(C(=C13)F)F)CC2)=O)NC(C2=C(C=CC=C2F)Cl)=O)=O